C(CCCC)O\N=C\1/CCOC2=CC(=CC=C12)N (E)-7-aminochroman-4-one O-pentyl oxime